C(=O)(OCC1C2=CC=CC=C2C2=CC=CC=C12)NCC#C Fmocpropargyl-amine